O=C1N(C(C2=CC=CC=C12)=O)C1COC(OC1)[C@H](CN(C1=CC(=C(C#N)C=C1)F)CC1=CC(=C(C=C1)OC)F)O 4-(((S)-2-((2r,5S)-5-(1,3-dioxoisoindolin-2-yl)-1,3-dioxan-2-yl)-2-hydroxyethyl)(3-fluoro-4-methoxybenzyl)amino)-2-fluorobenzonitrile